COC([C@H](CCC(=O)NC1=C(C=CC(=C1)[N+](=O)[O-])NC1=CC=CC=C1)NC(=O)OC(C)(C)C)=O (2S)-5-(2-anilino-5-nitro-anilino)-2-(tert-butoxycarbonylamino)-5-oxo-pentanoic acid methyl ester